N1C=NC(=C1)CCNCC(CCCC(=O)O)=O 6-[2-(1H-Imidazol-4-yl)ethylamino]-5-oxohexanoic Acid